CC1CC2(C=3N1N=C(C3)C=3C=NC1=CC=CC=C1C3)CN(C2)C(CC=2C=NC=NC2)=O 1-[6'-methyl-2'-(quinolin-3-yl)-5',6'-dihydrospiro[azetidine-3,4'-pyrrolo[1,2-b]pyrazol]-1-yl]-2-(pyrimidin-5-yl)ethan-1-one